OXOPYRIDIN O=C1NC=CC=C1